ClC1=C(C=C(C=C1)N1C(CCCC12CCN(CC2)C(=N)NO)=O)F 1-(4-chloro-3-fluorophenyl)-N-hydroxy-2-oxo-1,9-diazaspiro[5.5]undecane-9-carboxamidine